ethyl hydrogen ((5-(4-(benzyloxy)pyridin-2-yl)-3-bromo-7-(3-(methylsulfonyl) propoxy)benzo[b]thiophen-2-yl)difluoromethyl)phosphonate C(C1=CC=CC=C1)OC1=CC(=NC=C1)C1=CC2=C(SC(=C2Br)C(F)(F)P(OCC)(O)=O)C(=C1)OCCCS(=O)(=O)C